C(C)C1=CC=C(C(=N1)C)C=1C=C(C=C2C=C(N(C12)CC(C)C)C=1CNCCC1)N1N(C2=C(C1)CN(C2)C=O)C 2-(7-(6-Ethyl-2-methylpyridin-3-yl)-1-isobutyl-2-(1,2,5,6-tetrahydropyridin-3-yl)-1H-indol-5-yl)(1-methylpyrrolo[3,4-c]pyrazol-5(1H,4H,6H)-yl)methanone